3-(2-chloroethynyl)-2,2-dimethyl-cyclopropanecarboxylic acid methyl ester COC(=O)C1C(C1C#CCl)(C)C